N-(1,3-benzodioxol-5-yl)-2-[4-chloro-5-methyl-3-(trifluoromethyl)pyrazol-1-yl]-N-methyl-pyridine-4-carboxamide O1COC2=C1C=CC(=C2)N(C(=O)C2=CC(=NC=C2)N2N=C(C(=C2C)Cl)C(F)(F)F)C